methyl 3-(9-((4-(aminomethyl)phenyl)carbamoyl)-2-methyl-4,5-dihydrobenzo[b]thieno[2,3-d]oxepin-8-yl)-6-(propylcarbamoyl)picolinate NCC1=CC=C(C=C1)NC(=O)C1=CC2=C(OCCC3=C2SC(=C3)C)C=C1C=1C(=NC(=CC1)C(NCCC)=O)C(=O)OC